2-(4-chloro-1-methyl-3-phenyl-1H-pyrazol-5-yl)-1H-isoindole-1,3(2H)-dione ClC=1C(=NN(C1N1C(C2=CC=CC=C2C1=O)=O)C)C1=CC=CC=C1